CC(C(=O)Cl)(CCC(=O)Cl)C 2,2-dimethyl-glutaryl chloride